C(C)(=O)N1C[C@H](C[C@@H](C1)CC(=O)NC1=NC=C(C(=C1)C1=C2N(N=C1)CC(C2)(C)C)Cl)C(=O)N(C)C (3s,5r)-1-acetyl-5-(2-((5-chloro-4-(5,5-dimethyl-5,6-dihydro-4H-pyrrolo[1,2-b]pyrazol-3-yl)pyridin-2-yl)amino)-2-oxoethyl)-N,N-dimethylpiperidine-3-carboxamide